Methyl (E)-3-(4-((4-((4-methoxybenzyl)oxy)quinoline-2-carboxamido)methyl)phenyl)acrylate COC1=CC=C(COC2=CC(=NC3=CC=CC=C23)C(=O)NCC2=CC=C(C=C2)/C=C/C(=O)OC)C=C1